ClC1=CC(=C(C=C1C1=CC2=C(N=C(N=C2)NC)N2C1=NCC2)NC(=O)NCCC(C)(C)C)F 1-(4-chloro-2-fluoro-5-(2-(methylamino)-8,9-dihydroimidazo[1',2':1,6]pyrido[2,3-d]pyrimidin-6-yl)phenyl)-3-(3,3-dimethylbutyl)urea